1-[5-[1-[3-[(4R)-2-oxooxazolidin-4-yl]propionyl]azetidin-3-yl]-2-pyridyl]cyclobutanecarbonitrile O=C1OC[C@H](N1)CCC(=O)N1CC(C1)C=1C=CC(=NC1)C1(CCC1)C#N